di(propyl)ammonium tetra(pentafluorophenyl)borate FC1=C(C(=C(C(=C1[B-](C1=C(C(=C(C(=C1F)F)F)F)F)(C1=C(C(=C(C(=C1F)F)F)F)F)C1=C(C(=C(C(=C1F)F)F)F)F)F)F)F)F.C(CC)[NH2+]CCC